4-(cyclobutylamino)-2-(((1r,4r)-4-hydroxycyclohexyl)amino)pyrimidine-5-carbonitrile C1(CCC1)NC1=NC(=NC=C1C#N)NC1CCC(CC1)O